potassium 1,2,4-triazole salt N1N=CN=C1.[K]